(R)-N-((3-ethynylthiophen-2-yl)methyl)-2-(9-(pyridin-2-yl)-6-oxaspiro[4.5]decan-9-yl)ethanamine C(#C)C1=C(SC=C1)CNCC[C@]1(CCOC2(CCCC2)C1)C1=NC=CC=C1